ClC1=CC=C(C=C1)C1=NC(=NC(=C1)N1CCN(CC1)C1=CC=C(C=C1)OC)C=1C=NC=CC1 4-(4-chlorophenyl)-6-(4-(4-methoxyphenyl)piperazin-1-yl)-2-(pyridin-3-yl)pyrimidine